FC(CCS(=O)(=O)O)(F)F trifluoropropanesulfonic acid